tert-butyl 6-((2-((S)-((tert-butoxycarbonyl)amino)(4,4-difluorocyclohexyl)methyl)imidazo[1,2-b]pyridazin-7-yl)methyl)-5-oxo-4-azaspiro[2.4]heptane-4-carboxylate C(C)(C)(C)OC(=O)N[C@H](C=1N=C2N(N=CC(=C2)CC2C(N(C3(CC3)C2)C(=O)OC(C)(C)C)=O)C1)C1CCC(CC1)(F)F